(5S,8S)-N-(2,4-difluorobenzyl)-5-fluoro-8-hydroxy-8-(hydroxymethyl)-5,6,7,8-tetrahydroquinoline-5-carboxamide FC1=C(CNC(=O)[C@]2(C=3C=CC=NC3[C@@](CC2)(CO)O)F)C=CC(=C1)F